O1COC2=NC=C(C=C21)C=CC=2N=C(SC2)NC(OC(C)(C)C)=O tert-butyl (4-(2-([1,3]dioxolo[4,5-b]pyridin-6-yl)vinyl)thiazol-2-yl)carbamate